CC1=C(C=CC(=C1)C)C1=NC(=NC(=N1)C1=C(C=C(C=C1)C)C)C1=C(C=C(C=C1)OCCCCCCCC)O 2,4-bis(2,4-dimethylphenyl)-6-(2-hydroxy-4-octyloxyphenyl)-s-triazine